BrC=1C(=CC=C2C(=CC=NC12)O)F 8-Bromo-7-fluoroquinolin-4-ol